(2-(2,6-Dimethylpyridin-4-yl)-5,6,7,8-tetrahydro-1H-pyrrolo[3,2-b]quinolin-6-yl)carbamic acid benzyl ester C(C1=CC=CC=C1)OC(NC1CCC=2C=C3C(=NC2C1)C=C(N3)C3=CC(=NC(=C3)C)C)=O